IC=1C=NN2C1C=CC(=C2)C(COCC(=O)NC)(C)C 2-[2-(3-iodopyrazolo[1,5-a]pyridin-6-yl)-2-methyl-propoxy]-N-methyl-acetamide